4-((1H-pyrazol-1-yl)methyl)-N-((2,6-dimethoxyphenyl)sulfonyl)-2,5-dimethoxybenzamide N1(N=CC=C1)CC1=CC(=C(C(=O)NS(=O)(=O)C2=C(C=CC=C2OC)OC)C=C1OC)OC